C(C1=CC=CC=C1)N1N=NC(=C1)CCC(=O)O 3-(1-benzyl-1H-1,2,3-triazol-4-yl)propanoic acid